ClC1=CC=C2C3(C(N(C2=C1)C=1C=NN(C1)C(C)C)=O)CC1=CC=C(C=C1C3)C(=O)O 6'-chloro-1'-(1-isopropyl-1H-pyrazol-4-yl)-2'-oxo-1,3-dihydro-spiro[indene-2,3'-indoline]-5-carboxylic acid